3-(7-bromooxazolo[4,5-b]pyridin-2-yl)aniline BrC1=C2C(=NC=C1)N=C(O2)C=2C=C(N)C=CC2